BrC1=C(C=C2C(=NC(=NC2=C1F)NCCC(=O)OCC)N1CCN(CC1)C(=O)OC(C)(C)C)Cl tert-Butyl 4-(7-bromo-6-chloro-2-((3-ethoxy-3-oxopropyl)amino)-8-fluoroquinazolin-4-yl)piperazine-1-carboxylate